C(C)OC=1C(=CNC(C1)=O)C1=CC(=C(C=C1)CC(=O)NC=1C=C(C(=O)NC[C@H]2N(CCC2)C)C=C(C1)C(F)(F)F)F 3-(2-(4-(4-ethoxy-6-oxo-1H-pyridin-3-yl)-2-fluorophenyl)acetamido)-N-{[(2S)-1-methylpyrrolidin-2-yl]methyl}-5-(trifluoromethyl)benzamide